4-[(6-aminopyridin-3-yl)methyl]-6-hydroxy-5-oxo-4,5-dihydrothieno[3,2-b]pyridine-7-carboxylic acid NC1=CC=C(C=N1)CN1C2=C(C(=C(C1=O)O)C(=O)O)SC=C2